C(C#C)N(C(OC(C)(C)C)=O)CC#C Tert-Butyl Di(prop-2-yn-1-yl)Carbamate